(1S,3S)-3-((2-cyclopropyl-6-(5-formyl-1-methyl-1H-1,2,3-triazol-4-yl)pyridin-3-yl)Oxy)cyclohexane C1(CC1)C1=NC(=CC=C1OC1CCCCC1)C=1N=NN(C1C=O)C